3-(4-(4-Bromophenyl)thiazol-2-yl)-2-(trifluoromethyl)thieno[3,4-d]pyrimidin-4(3H)-one BrC1=CC=C(C=C1)C=1N=C(SC1)N1C(=NC=2C(C1=O)=CSC2)C(F)(F)F